CC1=C(C=2N(C=C1C1=C(C=3C(=CN=C(C3)C3CCN(CC3)CC(=O)N(C)C)N1)C(C)C)N=CN2)C 2-(4-(2-(7,8-dimethyl-[1,2,4]triazolo[1,5-a]pyridin-6-yl)-3-isopropyl-1H-pyrrolo[2,3-c]pyridin-5-yl)piperidin-1-yl)-N,N-dimethylacetamide